1,2,3,4-TETRAHYDROISOQUINOLIN C1NCCC2=CC=CC=C12